2-amino-thiazoline-4-carboxylic acid NC=1SCC(N1)C(=O)O